C(C1=CC=CC=C1)N(C(O)=O)C1C=2N(C3=C(CC1)C=CC=C3)C=NN2.C2=CC=CC=3C1=CC=CC=C1C(C23)COC(=O)NCC(=O)NCC(=O)O ((9H-fluoren-9-yl)methoxycarbonyl)glycylglycine benzyl-(5,6-dihydro-4H-benzo[f][1,2,4]triazolo[4,3-a]azepin-4-yl)carbamate